BrC=1C2=C(SC1C(F)(F)P(OCC)(OCC)=O)C(=CC(=C2)C(N)=O)OCC(CC(F)(F)F)F diethyl ((3-bromo-5-carbamoyl-7-(2,4,4,4-tetrafluorobutoxy)benzo[b]thiophen-2-yl)difluoromethyl)phosphonate